ClC1=C2C=C(NC2=CC(=C1)F)C(=O)N1CC=2N(CC1)N=CC2C(=O)N(C)C2(CC2)COC(F)F 5-(4-chloro-6-fluoro-1H-indole-2-carbonyl)-N-{1-[(difluoromethoxy)methyl]cyclopropyl}-N-methyl-4H,5H,6H,7H-pyrazolo[1,5-a]pyrazine-3-carboxamide